NB.[Na] sodium aminoborane salt